3-(1-(2-methyl-1-(4'-(trifluoromethyl)-[1,1'-biphenyl]-4-yl)propyl)-1H-indazole-5-carboxamido)propionic acid CC(C(C1=CC=C(C=C1)C1=CC=C(C=C1)C(F)(F)F)N1N=CC2=CC(=CC=C12)C(=O)NCCC(=O)O)C